C(OCCl)Cl The molecule is an ether that is dimethyl ether in which one of the hydrogens attached to each of the methyl group has replaced by a chlorine. It has a role as a carcinogenic agent and an alkylating agent. It is an ether and an organochlorine compound.